5-(5-((1-Isobutylpiperidin-4-yl)oxy)-3-isopropyl-1H-indol-2-yl)-1,3-dimethylpyridin-2(1H)-on C(C(C)C)N1CCC(CC1)OC=1C=C2C(=C(NC2=CC1)C=1C=C(C(N(C1)C)=O)C)C(C)C